(±)-2-(4-{4-[1-(2-Chloro-phenyl)-ethoxycarbonylamino]-3-methyl-isoxazol-5-yl}-benzoylamino)-2-methyl-propionic acid ClC1=C(C=CC=C1)[C@@H](C)OC(=O)NC=1C(=NOC1C1=CC=C(C(=O)NC(C(=O)O)(C)C)C=C1)C |r|